2-(2-chlorophenyl)-N-[4-(pyrimidin-2-ylmethoxy)-3-sulfamoylphenyl]acetamide ClC1=C(C=CC=C1)CC(=O)NC1=CC(=C(C=C1)OCC1=NC=CC=N1)S(N)(=O)=O